4-[4-[2,2-difluoroethyl-(5-fluoro-2-oxo-1H-quinazolin-4-yl)amino]-3-fluoro-2-pyridyl]-2,2-dimethyl-but-3-ynenitrile FC(CN(C1=C(C(=NC=C1)C#CC(C#N)(C)C)F)C1=NC(NC2=CC=CC(=C12)F)=O)F